2,3,4,5-tetrachloropyrrole ClC=1NC(=C(C1Cl)Cl)Cl